BrC1=CC=2C(C3=CC=CC=C3C2C=C1)(CCCCCCCC)CCCCCCCC 2-bromo-9,9-di-n-octylfluorene